N1N=CN=C1SCC(=O)C1=CC=C(C=C1)C1=NOC(=N1)C(F)(F)F 2-((1H-1,2,4-triazol-5-yl)thio)-1-(4-(5-(trifluoromethyl)-1,2,4-oxadiazol-3-yl)phenyl)ethan-1-one